5-chloro-4-(3-(3-(dimethylamino)propyl)pyrrolidin-1-yl)-2-fluoro-N-(thiazol-2-yl)benzenesulfonamide ClC=1C(=CC(=C(C1)S(=O)(=O)NC=1SC=CN1)F)N1CC(CC1)CCCN(C)C